5-ethyl-2-[4-[[(1r,3r)-3-hydroxycyclohexyl]amino]pyrido[3,4-d]pyridazin-1-yl]phenol C(C)C=1C=CC(=C(C1)O)C1=C2C(=C(N=N1)N[C@H]1C[C@@H](CCC1)O)C=NC=C2